4-Bromoindole-3-carbaldehyde BrC1=C2C(=CNC2=CC=C1)C=O